3-[6-(4-{2-[4-(3-{4-chloro-3-cyclopropyl-1H-pyrrolo[2,3-b]pyridin-3-yl}phenyl)-3-oxopiperazin-1-yl]-2-oxoethoxy}piperidin-1-yl)-1-oxo-3H-isoindol-2-yl]piperidine-2,6-dione ClC1=C2C(=NC=C1)NCC2(C2CC2)C=2C=C(C=CC2)N2C(CN(CC2)C(COC2CCN(CC2)C2=CC=C1CN(C(C1=C2)=O)C2C(NC(CC2)=O)=O)=O)=O